NC1CC(CCC1)N1C(C=C(C=C1)C1=C(C(=CC=C1)Cl)Cl)=O 1-(3-aminocyclohexyl)-4-(2,3-dichlorophenyl)pyridin-2(1H)-one